2-(1H-imidazole-1-carbonyl)-5H-pyrrolo[2,3-b]pyrazin-3-amine N1(C=NC=C1)C(=O)C=1N=C2C(=NC1N)NC=C2